rac-N-{(3S,4S)-4-[([1,1'-biphenyl]-3-yl)methyl]-7-fluoro-6-oxo-1,3,4,6-tetrahydro-2H-quinolizin-3-yl}methanesulfonamide C1(=CC(=CC=C1)C[C@H]1[C@H](CCC2=CC=C(C(N12)=O)F)NS(=O)(=O)C)C1=CC=CC=C1 |r|